C(C)(C)(C)OC=1C=C2C=CC(=CC2=CC1)CCC(=O)O 3-(6-(tert-butoxy)naphthalen-2-yl)propanoic acid